5-(2,3-difluorophenyl)-3-(ethylamino)-4H-benzo[e][1,2,4]thiadiazine 1,1-dioxide FC1=C(C=CC=C1F)C1=CC=CC2=C1NC(=NS2(=O)=O)NCC